2,2'-azino-bis(3-ethylbenzothiazole-6-sulphonic acid) diammonium salt [NH4+].[NH4+].N(N=C1SC2=C(N1CC)C=CC(=C2)S(=O)(=O)[O-])=C2SC1=C(N2CC)C=CC(=C1)S(=O)(=O)[O-]